ClC=1C(=C(C=CC1)[C@]1(CNC(C2=CN=C(C(=C12)F)NC1CN(C1)C(=O)[C@H]1[C@H](C1)F)=O)C)F (4R)-4-(3-chloro-2-fluorophenyl)-5-fluoro-6-({1-[(1S,2S)-2-fluorocyclopropane-1-carbonyl]azetidin-3-yl}amino)-4-methyl-3,4-dihydro-2,7-naphthyridin-1(2H)-one